2-Methyl-3-(2,3,4,4-tetramethylcyclohex-1-en-1-yl)propanal CC(C=O)CC1=C(C(C(CC1)(C)C)C)C